C(C)(C)(C)OC(=O)N1CCN(CC1)CC=1SC(=C(N1)C)Br.ClC1=CC=C2C(=NC=NC2=C1)C1=CC(=C(C(=C1)C)F)C 7-chloro-4-(4-fluoro-3,5-dimethylphenyl)quinazoline tert-butyl-4-((5-bromo-4-methylthiazol-2-yl)methyl)piperazine-1-carboxylate